methyl 2-(7-chloro-1,2,3,4-tetrahydroisoquinolin-6-yl)acetate trifluoroacetate FC(C(=O)O)(F)F.ClC1=C(C=C2CCNCC2=C1)CC(=O)OC